sodium hydroxy palmitate C(CCCCCCCCCCCCCCC)(=O)OO.[Na]